O1CCOCC1B(O)O [1,4]Dioxane-6-boronic acid